FC(CCCC1=CC=C(CO)C=C1)(F)F 4-trifluorobutyl-benzyl alcohol